N-(3-fluoro-5-hydroxypyridin-4-yl)-5-(4-(4-fluorophenyl)-1-(oxetan-3-yl)-1H-imidazol-5-yl)furan-2-carboxamide FC=1C=NC=C(C1NC(=O)C=1OC(=CC1)C1=C(N=CN1C1COC1)C1=CC=C(C=C1)F)O